tetrafluoro-1-n-propanol FC(C(O)(F)F)(C)F